NC1(CSCC1)C(C(=O)N)O 2-(3-aminotetrahydrothiophen-3-yl)-2-hydroxyacetamide